NC=1N=CC(=NC1C)C#CC=1C(=C(C=CC1F)NS(=O)(=O)C1=C(C(=CC(=C1)Cl)CO)OC)F N-(3-((5-amino-6-methylpyrazin-2-yl)ethynyl)-2,4-difluorophenyl)-5-chloro-3-(hydroxymethyl)-2-methoxybenzenesulphonamide